[N+](=O)([O-])C1=NN(C=N1)C1=CC(=C(C(=C1)OC)OC)OC 3-nitro-1-(3,4,5-trimethoxyphenyl)-1H-1,2,4-triazole